2-[(8R,9aS)-8-(2,3-dichloro-6-hydroxyphenyl)-4-oxo-hexahydro-1H-pyrido[2,1-c][1,4]oxazin-3-yl]-N-methylacetamide ClC1=C(C(=CC=C1Cl)O)[C@H]1C[C@H]2COC(C(N2CC1)=O)CC(=O)NC